OC1=C2C[C@H]([C@H](OC2=CC(=C1)O)C1=CC(=C(C(=C1)O)O)O)OC(C1=CC(=C(C(=C1)O)O)O)=O [(2R,3R)-5,7-dihydroxy-2-(3,4,5-trihydroxyphenyl)-3,4-dihydro-2H-chromen-3-yl]3,4,5-trihydroxybenzoate